2-(3-(trifluoromethyl)phenyl)propanenitrile FC(C=1C=C(C=CC1)C(C#N)C)(F)F